N-(3-aminopropyl)acetamide Sodium [Na].NCCCNC(C)=O